N=1N(N=C2C1C=CC=C2)C2=C(C(=CC(=C2)C)CC=C)O 2-(2H-benzotriazol-2-yl)-4-methyl-6-(2-propenyl)phenol